tert-butyl 4-((1S,2S,3S,4R)-3-((3,4-dichlorophenyl)carbamoyl)-7-oxabicyclo[2.2.1]heptan-2-yl)-5,6-dihydropyridine-1(2H)-carboxylate ClC=1C=C(C=CC1Cl)NC(=O)[C@H]1[C@H]([C@@H]2CC[C@H]1O2)C2=CCN(CC2)C(=O)OC(C)(C)C